C(CC)C(CCS)CCCC 3-propyl-1-mercapto-heptane